5-Methyl-7-(propan-2-yl)oxepan-2-on CC1CCC(OC(C1)C(C)C)=O